7-(((3S,4R)-3-fluoro-1-methylpiperidin-4-yl)amino)-1-oxido-3-(2,2,2-trifluoroethyl)benzo[b]thiophen F[C@H]1CN(CC[C@H]1NC1=CC=CC2=C1S(C=C2CC(F)(F)F)=O)C